FC(CN1CCC1)(F)F (2,2,2-trifluoroethyl)azetidin